6-(3-cyclopropyl-2-fluorophenyl)-2-azaspiro[3.4]oct-5-ene C1(CC1)C=1C(=C(C=CC1)C1=CC2(CNC2)CC1)F